benzyl 8-methyl-4-[(8Z)-18-oxo-1,6,11,13,20-pentazatetracyclo[10.6.2.12,6.015,19]henicosa-8,12,14,16,19-pentaen-17-yl]-2,3-dihydroquinoxaline-1-carboxylate CC=1C=CC=C2N(CCN(C12)C(=O)OCC1=CC=CC=C1)C1=CC2=CN=C3NC\C=C/CN4CCCC(N(C1=O)C2=N3)C4